COCC1=CC(=NC(=C1)C(F)(F)F)C1=CC=C(C=C1)CN1C(CCC1)=O 1-[[4-[4-(methoxymethyl)-6-(trifluoromethyl)-2-pyridinyl]phenyl]methyl]pyrrolidin-2-one